C(=O)(OC(C)(C)C)NC=1C(C(=O)O)=CC=CC1 N-Boc-anthranilic acid